FC(C1=CC=C(C=C1)C=1C=2N(C=C(N1)NC(OC(C)(C)C)=O)C=CC2)(F)F tert-Butyl (1-(4-(trifluoromethyl)phenyl)pyrrolo[1,2-a]pyrazin-3-yl)carbamate